(E)-N-(2-aminophenyl)-3-(4-(((2-(4-fluorophenyl)cyclopropyl)amino)methyl)phenyl)acrylamide NC1=C(C=CC=C1)NC(\C=C\C1=CC=C(C=C1)CNC1C(C1)C1=CC=C(C=C1)F)=O